FC(C1=CC=C(OC=2C=C(C3=C(CCO3)C2)NC(=O)C2N(C(NC2)=O)C)C=C1)F N-(5-(4-(Difluoromethyl)phenoxy)-2,3-dihydrobenzofuran-7-yl)-3-methyl-2-oxoimidazolidine-4-carboxamide